BrC1=C2CCCC(C2=CC=C1)NC(=O)C=1C(NC(=CC1)C(F)(F)F)=O N-(5-bromo-1,2,3,4-tetrahydronaphthalen-1-yl)-2-oxo-6-(trifluoromethyl)-1,2-dihydropyridine-3-carboxamide